Cl.NC/C(/CN1C=C2C(N(CCC2=C1C)C1CC1)=O)=C\F (E)-2-(2-(aminomethyl)-3-fluoroallyl)-5-cyclopropyl-1-methyl-2,5,6,7-tetrahydro-4H-pyrrolo[3,4-c]pyridin-4-one hydrochloride